CC1(CNC(C2=CC=C(C=C12)C1=CNC2=NC=C(C=C21)C=2C(=NN(C2C)C)C)=O)C 4,4-dimethyl-6-(5-(1,3,5-trimethyl-1H-pyrazol-4-yl)-1H-pyrrolo[2,3-b]pyridin-3-yl)-3,4-dihydroisoquinolin-1(2H)-one